4-[cyclopropyl-[4-(5,6,7,8-tetrahydro-1,8-naphthyridin-2-yl)butyl]amino]-2-[(4,4-difluoropiperidine-1-carbonyl)amino]butanoic acid C1(CC1)N(CCC(C(=O)O)NC(=O)N1CCC(CC1)(F)F)CCCCC1=NC=2NCCCC2C=C1